NC=1C(=CC(=NC1)C(=O)[O-])NC1COCC1(C)C 5-amino-4-((4,4-dimethyltetrahydrofuran-3-yl)amino)picolinate